6-((3-methoxy-4-((4-methoxybenzyl)oxy)phenyl)amino)-3-((2-morpholinoethyl)amino)quinoxaline-5-carbonitrile COC=1C=C(C=CC1OCC1=CC=C(C=C1)OC)NC1=C(C=2N=C(C=NC2C=C1)NCCN1CCOCC1)C#N